2-(6-(4-(4-chloro-3-(1-methyl-1H-benzoimidazol-2-yl)phenyl)piperazin-1-yl)pyridin-3-yl)propan-2-ol ClC1=C(C=C(C=C1)N1CCN(CC1)C1=CC=C(C=N1)C(C)(C)O)C1=NC2=C(N1C)C=CC=C2